ClC1=NC(=C2C(=N1)N(N=C2C)COCC[Si](C)(C)C)NCC 6-chloro-N-ethyl-3-methyl-1-(2-trimethylsilylethoxymethyl)pyrazolo[3,4-d]pyrimidin-4-amine